FC1(CC(CNC1)C1=CC(=C2C=C(NC2=C1F)N1N(C2=C(C1)CN(C2)C=O)C)C2=C(C=CC=C2)OC)F 2-[6-(5,5-Difluoro-3-piperidyl)-7-fluoro-4-(2-methoxyphenyl)-1H-indol-2-yl]-(1-methyl-4,6-dihydropyrrolo[3,4-c]pyrazol-5-yl)methanone